FC(C1=NN2C(N=C(C=C2NC[C@H](C2=CC=C(C=C2)F)N2[C@@H]3CC([C@H](C2)C3)O)C(F)(F)F)=C1)(F)F (1S,4S)-2-((S)-2-((2,5-bis(trifluoromethyl)pyrazolo[1,5-a]pyrimidin-7-yl)amino)-1-(4-fluorophenyl)ethyl)-2-azabicyclo[2.2.1]heptan-5-ol